2-(tert-butyl)-4,4,5,5-tetramethyl-1,3,2-dioxaborolan C(C)(C)(C)B1OC(C(O1)(C)C)(C)C